Cl.FC(C=1C=CC=C(C1)O)(F)F 5-(trifluoromethyl)phenol HCl